C(C(C(CC)O)O)O 1,2,3-pentanetriol